C(CS)[C@@H](C(=O)[O-])N The molecule is an L-alpha-amino acid anion that is the conjugate base of L-homocysteine, obtained by deprotonation of the carboxy group. It is a L-alpha-amino acid anion and a homocysteinate. It is a conjugate base of a L-homocysteine.